bis(3,4-xylyl)titanium C1(=CC(=C(C=C1)C)C)[Ti]C1=CC(=C(C=C1)C)C